tricosatriene CCCCCCCCCCCCCCCCCC=CC=CC=C